The molecule is a 2-(3,4-dimethoxyphenyl)-5-{[2-(3,4-dimethoxyphenyl)ethyl](methyl)amino}-2-(propan-2-yl)pentanenitrile that has R configuration. It competitively inhibits the multidrug resistance efflux pump P-glycoprotein (MDR-1, EC 3.6.3.44), thereby potentially increasing the effectiveness of a wide range of antineoplastic drugs which are inactivated by MDR-1 mechanisms. Dexverapamil exhibits lower calcium antagonistic activity and toxicity than racemic verapamil. It has a role as an EC 3.6.3.44 (xenobiotic-transporting ATPase) inhibitor. It is a conjugate base of a dexverapamil(1+). It is an enantiomer of a (S)-verapamil. CC(C)[C@@](CCCN(C)CCC1=CC(=C(C=C1)OC)OC)(C#N)C2=CC(=C(C=C2)OC)OC